(4-Azido-2-(trifluoromethyl) benzoyl) aspartate N[C@@H](CC(=O)[O-])C(=O)OC(C1=C(C=C(C=C1)N=[N+]=[N-])C(F)(F)F)=O